FC1=CC=C(C=C1)C1=C(CCCC1)C(=O)N1CC2N(C(C1)C2)CC=2C=CC=C1CN(C(C21)=O)C2C(NC(CC2)=O)=O 3-(7-((3-(4'-fluoro-3,4,5,6-tetrahydro-[1,1'-biphenyl]-2-carbonyl)-3,6-diazabicyclo[3.1.1]Heptan-6-yl)methyl)-1-oxoisoindolin-2-yl)piperidine-2,6-dione